FC1=CC(=CC=2N(C=NC21)C(C)C)C2=CC(=NC=C2C)NC(=O)[C@@H]2C[C@@H](CCC2)NC(=O)C2CC(C2)O (1S,3R)-N-(4-(4-fluoro-1-isopropyl-1H-benzo[d]imidazol-6-yl)-5-methylpyridin-2-yl)-3-((1r,3R)-3-hydroxycyclobutane-1-carboxamido)cyclohexane-1-carboxamide